C1(=CC=CC2=CC=CC=C12)CC=1C2=CC=CC=C2C=C2C=CC=CC12 9-(1-naphthyl)methylanthracene